3-(6-(2-hydroxyphenyl)-2H-indazol-2-yl)-N,N-dimethylpropan-1-amine OC1=C(C=CC=C1)C=1C=CC2=CN(N=C2C1)CCCN(C)C